5-[[3-fluoro-4-(2-hydrazino-2-oxo-ethyl)phenyl]sulfonyl-[(4-methoxyphenyl)methyl]amino]thiazole-4-carboxylic acid tert-butyl ester C(C)(C)(C)OC(=O)C=1N=CSC1N(CC1=CC=C(C=C1)OC)S(=O)(=O)C1=CC(=C(C=C1)CC(=O)NN)F